2-(3-chloro-4-fluorophenyl)-N4-(1H-imidazol-5-yl)-N2-methyl-1-[6-methyl-4-(trifluoromethyl)pyridin-2-yl]Pyrrolidine-2,4-dicarboxamide ClC=1C=C(C=CC1F)C1(N(CC(C1)C(=O)NC1=CN=CN1)C1=NC(=CC(=C1)C(F)(F)F)C)C(=O)NC